C(C)N([C@@H](C)C(=O)O)C=O ethyl-N-formyl-alanine